copper(1+) 2-hydroxy-3-methylbenzoate OC1=C(C(=O)[O-])C=CC=C1C.[Cu+]